5-(5-fluoro-2-(3-methoxy-4,5-dimethylphenylamino)pyrimidin-4-ylamino)-7-methylbenzo[d]oxazol-2(3H)-one trifluoroacetate salt FC(C(=O)O)(F)F.FC=1C(=NC(=NC1)NC1=CC(=C(C(=C1)C)C)OC)NC=1C=C(C2=C(NC(O2)=O)C1)C